ClC=1C(=NC(=NC1)NC1CCOCC1)C1=CC=C2CN(C(C2=C1)=O)CC(=O)NC1CN(CC1)C1=CC=CC=C1 2-(6-{5-chloro-2-[(oxan-4-yl)amino]pyrimidin-4-yl}-1-oxo-2,3-dihydro-1H-isoindol-2-yl)-N-(1-phenylpyrrolidin-3-yl)acetamide